5,10,15,20-tetrakis(2,4-dichlorophenyl)porphyrin iron (II) [Fe+2].ClC1=C(C=CC(=C1)Cl)C=1C2=CC=C(N2)C(=C2C=CC(C(=C3C=CC(=C(C=4C=CC1N4)C4=C(C=C(C=C4)Cl)Cl)N3)C3=C(C=C(C=C3)Cl)Cl)=N2)C2=C(C=C(C=C2)Cl)Cl